N1(CCCCC1)CCCN1CCCCC1 1,3-bispiperidylpropane